5-bromo-2-(cyclopentoxymethyl)pyrimidine methyl-4-butoxycarbonylbenzoylformate COC(=O)C(C1=CC=C(C=C1)C(=O)OCCCC)=O.BrC=1C=NC(=NC1)COC1CCCC1